O=C1N(CCC(N1)=O)C1=C2C=CN(C2=CC=C1)C1CCC(CC1)N1CCN(CC1)C(=O)OC(C)(C)C tert-Butyl 4-(4-(4-(2,4-dioxotetrahydropyrimidin-1(2H)-yl)-1H-indol-1-yl)cyclohexyl)piperazine-1-carboxylate